COC(=O)C1=C(N=NN1C)C1=CC=C(C=C1)OCOC 4-(4-(methoxymethoxy)phenyl)-1-methyl-1H-1,2,3-triazole-5-carboxylic acid methyl ester